C(C)OC(\C=C(\CCC=C(C)C)/C)OCC (2E)-1,1-diethoxy-3,7-dimethyl-2,6-octadiene